N1C(=CC2=CC=CC=C12)C(=O)N1C[C@@H](N(C[C@H]1C)C(C(=O)[O-])=O)C.[K+].COC=1C=C2C(=NN(C2=C2C1C=CC=C2)C2=CC=CC=C2)C(C)=O 1-(5-methoxy-1-phenyl-1H-benzo[g]indazol-3-yl)ethan-1-one potassium 2-((2S,5R)-4-(1H-indole-2-carbonyl)-2,5-dimethylpiperazin-1-yl)-2-oxoacetate